[Si](C)(C)(C(C)(C)C)OCCN(C(CNCCO[Si](C(C)(C)C)(C)C)=O)CC(N(CCC(N(C(C(=O)O)C)C)=O)CCO[Si](C)(C)C(C)(C)C)=O 10,13-bis(2-((tert-butyldimethylsilyl)oxy)ethyl)-2,2,3,3,17,18-hexamethyl-9,12,16-trioxo-4-oxa-7,10,13,17-tetraaza-3-silanonadecane-19-oic acid